(E)-4-chloro-N-(4-((3-chloro-4-(pyridin-2-ylmethoxy)phenyl)amino)-3-cyano-7-ethoxyquinolin-6-yl)but-2-enamide ClC/C=C/C(=O)NC=1C=C2C(=C(C=NC2=CC1OCC)C#N)NC1=CC(=C(C=C1)OCC1=NC=CC=C1)Cl